CN(C(=S)SCC(=O)O)C S-(N,N-dimethylthiocarbamoyl)thioglycolic acid